CN1N=C(C2=CC=C(C=C12)C(=O)N1CCNCC1)C1C(NC(CC1)=O)=O 3-(1-methyl-6-(piperazine-1-carbonyl)-1H-indazol-3-yl)piperidine-2,6-dione